3-(5-chloroindol-1-yl)butan-2-one ClC=1C=C2C=CN(C2=CC1)C(C(C)=O)C